C(C)(=O)OCC\C=C/CCCCCCCCC (Z)-3-tridecenyl alcohol acetate